((R)-1-(((2R,3S,4R,5R)-5-(5-chloro-7-(cyclopentylamino)-3H-[1,2,3]triazolo[4,5-b]pyridin-3-yl)-3,4-dihydroxytetrahydrofuran-2-yl)methoxy)-2-methoxyethyl)phosphonic acid ClC1=CC(=C2C(=N1)N(N=N2)[C@H]2[C@@H]([C@@H]([C@H](O2)CO[C@@H](COC)P(O)(O)=O)O)O)NC2CCCC2